O=C1NCCC2=C1C(=NN2CC(=O)OCC)C(F)(F)F ethyl 2-(4-oxo-3-(trifluoromethyl)-4,5,6,7-tetrahydro-1H-pyrazolo[4,3-c]pyridin-1-yl)acetate